BrC1=CC=C(C=C1)N1N=C(C(=C1)[N+](=O)[O-])C(=O)OCC Ethyl 1-(4-bromophenyl)-4-nitro-pyrazole-3-carboxylate